5,7-Dimethyl-N-(5-(1-(Trifluoromethyl)Cyclopropyl)Isoxazol-3-Yl)Pyrazolo[1,5-A]Pyrimidine-3-Carboxamide CC1=NC=2N(C(=C1)C)N=CC2C(=O)NC2=NOC(=C2)C2(CC2)C(F)(F)F